ClC1=C(C=C2C=C(N=CC2=C1)NC(=O)[C@@H]1CC12CCOCC2)N2[C@H](CN(CC2)[C@]2(COC[C@H]2O)C)C (R)-N-(7-chloro-6-((2S)-4-(4-(3S,4S)-hydroxy-3-methyltetrahydrofuran-3-yl)-2-methylpiperazin-1-yl)isoquinolin-3-yl)-6-oxaspiro[2.5]octane-1-carboxamide